2-((2-Chlorophenyl)amino)-6-(trifluoromethyl)-3-cyanopyridine ClC1=C(C=CC=C1)NC1=NC(=CC=C1C#N)C(F)(F)F